2β-(2,2-dimethyl-4-morpholinyl)-3α-hydroxy-11,20-dioxo-5α-pregnan-21-yl methanesulfonate CS(=O)(=O)OCC([C@H]1CC[C@H]2[C@@H]3CC[C@H]4C[C@@H]([C@H](C[C@]4(C)[C@H]3C(C[C@]12C)=O)N1CC(OCC1)(C)C)O)=O